1-acetoxyethyl 4-((2S,SR)-6-(((3-ethoxy-2,2-dimethyl-3-oxopropoxy)sulfonyl)oxy)-7-oxo-1,6-diazabicyclo[3.2.1]octane-2-carboxamido)piperidine-1-carboxylate C(C)OC(C(COS(=O)(=O)ON1[C@H]2CC[C@H](N(C1=O)C2)C(=O)NC2CCN(CC2)C(=O)OC(C)OC(C)=O)(C)C)=O |&1:12|